N-Hydroxyethylpiperazine C1CN(CCN1)CCO